NC1=CC=C(C=C1)C=1C(=C(C=CC1C(C)C)C(C)C)C1=CC=C(C=C1)N bis(4-aminophenyl)-p-diisopropylbenzene